CN(C=1C=C(C=CC1)C=1C=C2CC(C(C2=CC1)NC(O[C@@H]1CN2CCC1CC2)=O)(C)C)C (S)-quinuclidin-3-yl (5-(3-(dimethylamino)phenyl)-2,2-dimethyl-2,3-dihydro-1H-inden-1-yl)carbamate